N[C@H](C(=O)N[C@@H]1C[C@@](NCC1)(C(=O)O)CCCCB(O)O)C(C)C (2R-4S)-4-((S)-2-amino-3-methylbutanamido)-2-(4-boronobutyl)piperidine-2-carboxylic acid